C(CCC)C(C(=O)N)(C1=CC=C(C=C1)OC)N1C(=NC2=C1C=CC=C2)C2=C(C=C(C=C2)OC)OC n-butyl-2-[2-(2,4-dimethoxy-phenyl)-benzoimidazol-1-yl]-2-(4-methoxy-phenyl)-acetamide